O=C1NC(CCC1NC1=CC=C(C=C1)C1CCN(CC1)CCCCCNC(=O)C=1C=NN2C1N=C(C=C2)N2[C@H](CCC2)C2=C(C=CC(=C2)F)F)=O |r| N-[5-[4-[4-[(2,6-dioxo-3-piperidyl)amino]phenyl]-1-piperidyl]pentyl]-5-[rac-(2R)-2-(2,5-difluorophenyl)pyrrolidin-1-yl]pyrazolo[1,5-a]pyrimidine-3-carboxamide